OCCCO[Si](OC)(C)CCCN 2-hydroxyethyl-aminopropyl-methyldimethoxysilane